ClC=1C=CN(N1)CC 5-chloro-2-ethylpyrazol